O1CCC(CC1)CCC1(OCCO1)CC(=O)NN 2-(2-(2-(tetrahydro-2H-pyran-4-yl)ethyl)-1,3-dioxolan-2-yl)acetohydrazide